1-Fluoro-4-(2-bromoethyl)benzene FC1=CC=C(C=C1)CCBr